N-(5-bromo-2-(2-methoxyethoxy)phenyl)acrylamide BrC=1C=CC(=C(C1)NC(C=C)=O)OCCOC